NCC1=CC(=NO1)C1=CC(=C(C=N1)C#N)OC 6-(5-(aminomethyl)isoxazol-3-yl)-4-methoxypyridine-3-carbonitrile